CNC(=O)N1C(N(C2=NC=NC=C12)CC1=CC=C(C=C1)C)=O N-methyl-8-oxo-9-(p-tolylmethyl)purine-7-carboxamide